CYCLOPROPYL-HYDROXYIMINO-ACETIC ACID C1(CC1)C(C(=O)O)=NO